N-(3-(7-bromoquinolin-5-yl)oxetan-3-yl)-2-methyl-5-((1-methylazetidin-2-yl)methoxy)benzamide BrC1=CC(=C2C=CC=NC2=C1)C1(COC1)NC(C1=C(C=CC(=C1)OCC1N(CC1)C)C)=O